C(C)N(S(=O)(=O)C=1SC(=CC1)C)[C@H](C(F)(F)F)C1=CC=C(C=C1)F (S)-N-ethyl-5-methyl-N-(2,2,2-trifluoro-1-(4-fluorophenyl)ethyl)thiophene-2-sulfonamide